CC1=CC=CC(=N1)C=1N=C2N(C=CC=N2)C1C1=NC2=CC(=CN=C2C=C1)C=1C=NNC1 2-(2-(6-methylpyridin-2-yl)imidazo[1,2-a]Pyrimidin-3-yl)-7-(1H-pyrazol-4-yl)-1,5-naphthyridine